C(C)(=O)C1=CN(C2=CC=C(C=C12)C#CC1=NC=CC=N1)CC(=O)N(C(C)C)CC(=O)NCC1=C(C(=CC=C1)Cl)F 2-(3-acetyl-5-(pyrimidin-2-ylethynyl)-1H-indol-1-yl)-N-(2-((3-chloro-2-fluorophenylmethyl)amino)-2-oxoethyl)-N-isopropylacetamide